BrC1=CC=C2C(CC3(CCN(CC3)CC=3OC(=NN3)C3=CC(=C(C=C3)O)OC)OC2=C1)O 7-bromo-1'-((5-(4-hydroxy-3-methoxyphenyl)-1,3,4-oxadiazol-2-yl)methyl)spiro[chromane-2,4'-piperidin]-4-ol